Methyl 3-[(2S)-2-{[6-oxo-5-(trifluoromethyl)-1,6-dihydropyridazin-4-yl]amino}propoxy]propanoate O=C1C(=C(C=NN1)N[C@H](COCCC(=O)OC)C)C(F)(F)F